2-(3-hydroxy-1-piperidyl)-4-[[5-(4-hydroxy-1-piperidyl)-2-pyridyl]amino]-6H-1,6-naphthyridin-5-one OC1CN(CCC1)C1=NC=2C=CNC(C2C(=C1)NC1=NC=C(C=C1)N1CCC(CC1)O)=O